N-hydroxydi-tert-butylamine ON(C(C)(C)C)C(C)(C)C